4-chloro-7-fluoro-2'-(methylthio)-2,3,5',8'-tetrahydro-3'H-spiro[indene-1,7'-quinazolin]-4'(6'H)-one ClC1=C2CCC3(CCC=4C(NC(=NC4C3)SC)=O)C2=C(C=C1)F